5-Bromo-N,N2-dimethylpyridine-2,3-diamine BrC=1C=C(C(=NC1)N(C)C)N